methyl (3S)-3-(3-(tert-butyl)-5-(3,5-dimethyl-1H-pyrazol-1-yl)phenyl)-4-(7-((5,6,7,8-tetrahydro-1,8-naphthyridin-2-yl)methyl)-2,7-diazaspiro[4.4]nonan-2-yl)butanoate C(C)(C)(C)C=1C=C(C=C(C1)N1N=C(C=C1C)C)[C@H](CC(=O)OC)CN1CC2(CC1)CN(CC2)CC2=NC=1NCCCC1C=C2